2-((6-(4-(2-hydroxyethyl)piperazin-1-yl)-2-methylpyrimidin-4-yl)amino)-N-(quinuclidine-3-yl)thiazole-5-carboxamide OCCN1CCN(CC1)C1=CC(=NC(=N1)C)NC=1SC(=CN1)C(=O)NC1CN2CCC1CC2